C(C)O\N=C(\C)/NC (Z)-N'-ethoxy-N-methylacetimidamide